FC(COS(=O)(=O)C(C(C(C(F)(F)F)(F)F)(F)F)(F)F)(F)F 2,2,2-Trifluoroethyl-1,1,2,2,3,3,4,4,4-nonafluorobutan-1-sulfonat